C(C)(C)(C)OC(=O)N1[C@H](CCC1)C(N[C@@H](C)C1=CC=C(C=C1)C(=O)OC)=O (2R)-2-[[(1S)-1-(4-methoxycarbonylphenyl)ethyl]carbamoyl]pyrrolidine-1-carboxylic acid tert-butyl ester